NC1=NC(=C2N=CN(C2=N1)[C@H]1C[C@H](C1)COP(=O)(OC1=CC=CC=C1)N[C@@H](C)C(=O)OC(C)C)OC Isopropyl (((cis-3-(2-amino-6-methoxy-9H-purin-9-yl)cyclobutyl) methoxy) (phenoxy)phosphoryl)-L-alaninate